FC1=CC(=C(C=C1)C=1C2=C(C(=NC1C=1C=NC(=C(C1)C1CNCC1)OC)C=1C=C3CCN(CC3=CC1)C(=O)OC(C)(C)C)C=CS2)OCCOC tert-butyl 6-(7-(4-fluoro-2-(2-methoxyethoxy)phenyl)-6-(6-methoxy-5-(pyrrolidin-3-yl) pyridin-3-yl)thieno[3,2-c]pyridin-4-yl)-3,4-dihydroisoquinoline-2(1H)-carboxylate